3-fluoro-6-(4-((hexahydrocyclopenta[c]pyrrol-2(1H)-yl)sulfonyl)-2-methylphenyl)picolinonitrile FC=1C(=NC(=CC1)C1=C(C=C(C=C1)S(=O)(=O)N1CC2C(C1)CCC2)C)C#N